CN1C(COCC1)CCCC N-methyl-butyl-morpholine